tris(p-tolyl)pyran C1(=CC=C(C=C1)C1=C(C(OC=C1)C1=CC=C(C=C1)C)C1=CC=C(C=C1)C)C